FC1=CC(=C(C=C1C1=CSC(=C1)CN1CCOCC1)NC(=O)C1=CNC(C=C1C(F)(F)F)=O)N1C[C@H](N([C@H](C1)C)C)C |r| N-[4-fluoro-5-[5-(morpholin-4-ylmethyl)thiophen-3-yl]-2-[rac-(3R,5S)-3,4,5-trimethylpiperazin-1-yl]phenyl]-6-oxo-4-(trifluoromethyl)-1H-pyridine-3-carboxamide